C(C)OCCN1C(=NC2=C1C=CC=C2)C2CCNCC2 4-(1-(2-ethoxyethyl)-1H-benzo[d]imidazole-2-yl)piperidine